2-((2S,3R,4R)-2-(aminomethyl)-5-chloro-3-hydroxy-2-(6-methoxypyridin-2-yl)-2,3-dihydrobenzofuran-4-yl)-4-(difluoromethoxy)-3-fluorobenzamide NC[C@]1(OC2=C([C@H]1O)C(=C(C=C2)Cl)C2=C(C(=O)N)C=CC(=C2F)OC(F)F)C2=NC(=CC=C2)OC